5-chloro-3-(diethylamino)methyl-8-methoxy-7-Nitroquinoline ClC1=C2C=C(C=NC2=C(C(=C1)[N+](=O)[O-])OC)CN(CC)CC